[Cl-].C(C)O[Si](OCC)(OCC)CCC[NH3+] (TRIETHOXYSILYLPROPYL)AMMONIUM CHLORIDE